methyl (1R,4R)-4-(4-(((R)-1-(4-bromothiophen-2-yl)ethyl)amino)-7-methoxy-2-methylquinazolin-6-yl)cyclohexane-1-carboxylate BrC=1C=C(SC1)[C@@H](C)NC1=NC(=NC2=CC(=C(C=C12)C1CCC(CC1)C(=O)OC)OC)C